C(C)OCCN1N=C(C=C1)OC 1-(2-Ethoxy-ethyl)-3-methoxy-1H-pyrazol